[C@H]1(CCCC2=CC=CC=C12)N (R)-1,2,3,4-tetrahydro-naphthalen-1-amine